BrC1N(CC=C1)C(=O)OC methyl 2-bromo-3-pyrroline-1-carboxylate